C(C)(C)(C)C1C=2C=C(C(N(C2C2=C(C1)N1C(=N2)C(=CC=C1)C(F)F)CC1=C(C=C(C=C1)OC)OC)=O)C(=O)OC methyl 5-(tert-butyl)-11-(difluoromethyl)-1-(2,4-dimethoxybenzyl)-2-oxo-1,2,5,6-tetrahydropyrido[2',1':2,3]imidazo[4,5-h]quinoline-3-carboxylate